(E)-4-(2-iodovinyl)-3-triethylsiloxyphenol I/C=C/C1=C(C=C(C=C1)O)O[Si](CC)(CC)CC